(S)-methyl 3-((tert-butyldiphenylsilyl)oxy)-2-methylpropanoate [Si](C1=CC=CC=C1)(C1=CC=CC=C1)(C(C)(C)C)OC[C@@H](C(=O)OC)C